BrC=1C(=NC=C(C1)Cl)CN (3-bromo-5-chloropyridin-2-yl)methylamine